chroman-6-carboxylic acid (2-morpholin-4-yl-benzooxazol-5-yl)-amide N1(CCOCC1)C=1OC2=C(N1)C=C(C=C2)NC(=O)C=2C=C1CCCOC1=CC2